(Z)-2-(pent-2-en-1-yl)cyclopent-2-en-1-one-13C C(\C=C/CC)C=1[13C](CCC1)=O